methyl R-2-fluoropropionate F[C@@H](C(=O)OC)C